2-(5-(2-cyclopropylethyl)-4-(3-fluoro-4-sulfamoylbenzyl)-3-(3-((2-methylthiazol-5-yl)ethynyl)phenyl)-1H-pyrazol-1-yl)thiazole-4-carboxylic acid C1(CC1)CCC1=C(C(=NN1C=1SC=C(N1)C(=O)O)C1=CC(=CC=C1)C#CC1=CN=C(S1)C)CC1=CC(=C(C=C1)S(N)(=O)=O)F